COC=1C=C(C=C(C1OC)OC)[C@@H](C(=O)N1[C@@H](CCCC1)C(=O)[O-])CC (2S)-1-[(2S)-2-(3,4,5-trimethoxyphenyl)butanoyl]piperidine-2-carboxylate